4-chloro-2-(2,2-dimethyl-1-(2-((tetrahydro-2H-pyran-2-yl)oxy)ethyl)-2,5-dihydro-1H-pyrrol-3-yl)thieno-[2,3-b]pyridine ClC1=C2C(=NC=C1)SC(=C2)C=2C(N(CC2)CCOC2OCCCC2)(C)C